5-fluoro-N4-(1H-indazol-6-yl)-N2-(4-(4-methylpiperazin-1-yl)phenyl)pyrimidine-2,4-diamine FC=1C(=NC(=NC1)NC1=CC=C(C=C1)N1CCN(CC1)C)NC1=CC=C2C=NNC2=C1